8-bromo-4,6-dimethylnonyloxymethyl ether BrC(CC(CC(CCCOCOCOCCCC(CC(CC(C)Br)C)C)C)C)C